ClCOC(=O)OC1=C2C(OCC2=C(C(=C1C/C=C(/CCC(=O)OC)\C)OC)C)=O Methyl (E)-6-(4-(((chloromethoxy)carbonyl)oxy)-6-methoxy-7-methyl-3-oxo-1,3-dihydroisobenzofuran-5-yl)-4-methylhex-4-enoate